3-(bis(4-(diethylamino)phenyl)methyl)phenol dihydrochloride Cl.Cl.C(C)N(C1=CC=C(C=C1)C(C=1C=C(C=CC1)O)C1=CC=C(C=C1)N(CC)CC)CC